[3-(difluoromethoxy)pyridin-2-yl]methylamine FC(OC=1C(=NC=CC1)CN)F